1-(2-fluoro-4-(4,4,5,5-tetramethyl-1,3,2-dioxaborolan-2-yl)phenyl)-3-(1-phenyl-3-(trifluoromethyl)-1H-pyrazol-5-yl)urea FC1=C(C=CC(=C1)B1OC(C(O1)(C)C)(C)C)NC(=O)NC1=CC(=NN1C1=CC=CC=C1)C(F)(F)F